FC1=C(CC=2NC(=NN2)C(=O)OCC)C=C(C=C1)C(F)(F)F ethyl 5-(2-fluoro-5-trifluoromethylbenzyl)-4H-1,2,4-triazole-3-carboxylate